6-fluoro-4-hydroxy-quinoline-3-sulfonyl chloride FC=1C=C2C(=C(C=NC2=CC1)S(=O)(=O)Cl)O